S(=O)(=O)([O-])C1=CC=C(C)C=C1.C(C)[N+](C)(C)CCCCCCCCCCCCCCCCCCCCCCCCCCCCCCCCCC ethyl-cetylstearyl-dimethyl-ammonium tosylate